2-hydroxybenzoic acid (4Z)-hept-4-en-2-yl ester CC(C\C=C/CC)OC(C1=C(C=CC=C1)O)=O